N-{4-[2-(2-chloro-4-fluorophenyl)acetylamino]pyridin-2-yl}-N-(3,5-difluoro-4-methoxyphenyl)acetamide ClC1=C(C=CC(=C1)F)CC(=O)NC1=CC(=NC=C1)N(C(C)=O)C1=CC(=C(C(=C1)F)OC)F